3-(7H-purine-6-yl-thio)acrylic acid N1=CN=C2N=CNC2=C1SC=CC(=O)O